FC([C@@H]1[C@H](C1)C=1N=C2N(N=C(C=C2)C=2C(=NC(=NC2)OC)OC)C1)F ((1S,2S)-2-(difluoromethyl)cyclopropyl)-6-(2,4-dimethoxypyrimidin-5-yl)imidazo[1,2-b]pyridazine